OC=1CC(NC(C1)=O)C=1C=NC(=CC1)C(F)(F)F 4-hydroxy-2-(6-trifluoromethylpyridin-3-yl)-2,3-dihydro-1H-pyridin-6-one